BrC1=CC(=CC=2N(C=NC21)COCC[Si](C)(C)C)C#N 4-bromo-1-((2-(trimethylsilyl)ethoxy)methyl)-1H-benzo[d]Imidazole-6-carbonitrile